ClC1=CC=NC2=CC(=CC=C12)C 4-chloro-7-methylquinoline